C(#N)C1=CC=C(C=C1)N(C(=O)C=1N=C(SC1)C#C)C(C(=O)NC(C)(C)C)C1=C[CH-]C=C1.[CH-]1C=CC=C1.[Fe+2] N-(4-(cyano)phenyl)-N-(1-(ferrocen-3-yl)-2-(tert-butylamino)-2-oxoethyl)-2-ethynylthiazole-4-carboxamide